2-(4-chloro-3-fluoro-phenoxy)-N-[1-[5-(1-cyclopropylethyl)-1,3,4-oxadiazol-2-yl]-3-bicyclo[1.1.1]pentanyl]acetamide ClC1=C(C=C(OCC(=O)NC23CC(C2)(C3)C=3OC(=NN3)C(C)C3CC3)C=C1)F